C1(CC1)S(=O)(=O)NC=1SC=C(N1)C(CC)NC(C1=C(C=C(C=C1)C1=NC(=CN=C1)OC(C)C)F)=O N-(1-(2-(cyclopropanesulfonamido)thiazol-4-yl)propyl)-2-fluoro-4-(6-isopropoxypyrazin-2-yl)benzamide